CS(=O)(=O)N1CC(CC(C1)C1=CC=CC=C1)OC1=CC=C(C=C1)CN (4-((1-(Methyl-sulfonyl)-5-phenylpiperidin-3-yl)oxy)phenyl)methanamine